o-menthyl-glycerol C1(C(CCCC1)C(C)C)(C)C(O)C(O)CO